7-((2-fluoro-6-(piperidin-4-yl)pyridin-3-yl)methyl)-2-(pentan-2-yloxy)imidazo[2,1-f][1,2,4]triazin-4-amine FC1=NC(=CC=C1CC1=CN=C2C(=NC(=NN21)OC(C)CCC)N)C2CCNCC2